1-octyloxycarbonylethyl-2-phenylimidazole C(CCCCCCC)OC(=O)C(C)C=1N=C(NC1)C1=CC=CC=C1